C[C@H]1C(CC[C@@H](CN1)NC(OC(C)(C)C)=O)=O tert-butyl ((3S,7S)-7-methyl-6-oxoazepan-3-yl)carbamate